cyclopropyl-1H-pyrazolo[3,4-d]pyrimidine C1(CC1)N1N=CC=2C1=NC=NC2